nickel (II) pentanesulfonate C(CCCC)S(=O)(=O)[O-].[Ni+2].C(CCCC)S(=O)(=O)[O-]